4-benzyloxy-2-ethyl-5-methyl-N-prop-2-ynyl-pyrazole-3-carboxamide C(C1=CC=CC=C1)OC1=C(N(N=C1C)CC)C(=O)NCC#C